C(C1=CC=CC=C1)N(C1CC(N(CC1)C1=CC=C2C(=NN(C2=C1)C)C=1C(=NC(=CC1)OCC1=CC=CC=C1)OCC1=CC=CC=C1)=O)C 4-[Benzyl(methyl)amino]-1-[3-(2,6-dibenzyloxy-3-pyridyl)-1-methyl-indazol-6-yl]piperidin-2-one